2-[6-chloro-5-[rel-(2S)-2-methyl-2,3,4,7-tetrahydro-1H-azepin-5-yl]-2,3-dihydro-1,4-benzodioxin-7-yl]-N4,6-dimethyl-pyrimidine-2,4-diamine ClC1=C(C2=C(OCCO2)C=C1C1(NC(=CC(=N1)NC)C)N)C=1CC[C@@H](NCC1)C |o1:24|